[14C](CCCCCCCCCCCCCCC)(=O)[O-] [14C]palmitate